C(C)OC(/C(=N/N1C(CCC12CCOCC2)=O)/N)=O (Z)-2-amino-2-((2-oxo-8-oxa-1-azaspiro[4.5]dec-1-yl)imino)acetic acid ethyl ester